CC1=CC=C(C=C1)S(=O)(=O)[Ru](S(=O)(=O)C1=CC=C(C)C=C1)(C1C=CC=C1)Cl (p-toluenesulfonyl)cyclopentadienyl-(p-toluenesulfonyl)ruthenium chloride